2-{(3',5'-Di-tert-butyl)-1,1'-biphenyl-3-yl}-4,6-bis(3,5-di-tert-butylphenyl)-1,3,5-triazine C(C)(C)(C)C=1C=C(C=C(C1)C(C)(C)C)C1=CC(=CC=C1)C1=NC(=NC(=N1)C1=CC(=CC(=C1)C(C)(C)C)C(C)(C)C)C1=CC(=CC(=C1)C(C)(C)C)C(C)(C)C